C(C)N1C(C2=C(N=C(N=C2)SC)CC1)=O 6-ethyl-2-(methylthio)-7,8-dihydropyrido[4,3-d]pyrimidin-5(6H)-one